C(C1=CC=CC=C1)OC=1C(=CC2=C(C(=C(O2)C)C(=O)OCC)C1)F ethyl 5-(benzyloxy)-6-fluoro-2-methylbenzofuran-3-carboxylate